(2-Bromo-4-(difluoromethoxy)-6-methylphenyl)hydrazine hydrochloride Cl.BrC1=C(C(=CC(=C1)OC(F)F)C)NN